5-(4-(4-((2-(2,6-dioxopiperidin-3-yl)-1,3-dioxoisoindolin-4-ylamino)methyl)-2-methylbenzyl)piperazin-1-yl)picolinamide O=C1NC(CCC1N1C(C2=CC=CC(=C2C1=O)NCC1=CC(=C(CN2CCN(CC2)C=2C=CC(=NC2)C(=O)N)C=C1)C)=O)=O